C(C)(C)(C)NC(=O)C1=NC=CC(=C1)NC(CC1=CC=C2C=NNC2=C1)=O N-tert-butyl-4-[[2-(1H-indazol-6-yl)acetyl]amino]pyridine-2-carboxamide